(1R,2S)-2-(3-[[(3S)-3-(hydroxymethyl)-2H,3H-furo[2,3-c]pyridin-7-yl]amino]-1H-indazol-6-yl)-5'-methoxy-1'H-spiro[cyclopropane-1,3'-indol]-2'-one OC[C@H]1COC2=C(N=CC=C21)NC2=NNC1=CC(=CC=C21)[C@@H]2C[C@@]21C(NC2=CC=C(C=C12)OC)=O